FC=1C=C2C(=C(NC2=CC1)C(CCCC)=O)C=1N=NN(C1)CC1CCN(CC1)CCNS(=O)(=O)C1=CC=C(C=C1)CC(C)C N-(2-(4-((4-(5-fluoro-2-pentanoyl-1H-indol-3-yl)-1H-1,2,3-triazol-1-yl)methyl)piperidin-1-yl)ethyl)-4-isobutylbenzenesulfonamide